3-(4-(3-(1,8-naphthyridin-2-yl)propyl)oxazol-2-yl)-3-(3-fluoro-4-methoxyphenyl)propionic acid tert-butyl ester C(C)(C)(C)OC(CC(C1=CC(=C(C=C1)OC)F)C=1OC=C(N1)CCCC1=NC2=NC=CC=C2C=C1)=O